N-(5-chloro-2-((5-cyanopyridin-3-yl)methoxy)-4-(3-(1-(3-(4-hydroxy-4-carboxypiperidin-1-yl)Propyl)indoline-4-yl)-2-bromobenzyloxy)benzyl)-L-serine ClC=1C(=CC(=C(CN[C@@H](CO)C(=O)O)C1)OCC=1C=NC=C(C1)C#N)OCC1=C(C(=CC=C1)C1=C2CCN(C2=CC=C1)CCCN1CCC(CC1)(C(=O)O)O)Br